1-undecyl-2-ethylpiperidinium fluoride salt [F-].C(CCCCCCCCCC)[NH+]1C(CCCC1)CC